(R)-2-(6-((1-(3-amino-2,2-difluoropropyl)piperidin-3-yl)amino)-4-methylpyridazin-3-yl)-5-(trifluoromethyl)phenol NCC(CN1C[C@@H](CCC1)NC1=CC(=C(N=N1)C1=C(C=C(C=C1)C(F)(F)F)O)C)(F)F